N1(CCC1)CCC1=NN(C(C(=C1)C)=O)[C@H](C(=O)O)CC(C)C (S)-2-(3-(2-(azetidin-1-yl)ethyl)-5-methyl-6-oxopyridazin-1(6H)-yl)-4-methylpentanoic acid